CC=1C=C2C=CC(=NC2=CC1)OCC(=O)O 2-{[6-methyl-quinolin-2-yl]oxy}acetic acid